FC=1C=C(C=O)C=C(C1)SC 3-fluoro-5-(methylsulfanyl)benzaldehyde